(1-oxo-5-(tributylstannyl)isoindolin-2-yl)piperidine-2,6-dione O=C1N(CC2=CC(=CC=C12)[Sn](CCCC)(CCCC)CCCC)N1C(CCCC1=O)=O